3-Amino-N,N-dimethyl-5-(1-methyl-1H-pyrazol-4-yl)benzenesulfonamide NC=1C=C(C=C(C1)C=1C=NN(C1)C)S(=O)(=O)N(C)C